4-chloro-6-(1H-imidazol-1-yl)-N-((1r,4r)-4-(2-methoxyethoxy)cyclohexyl)pyridinecarboxamide ClC1=CC(=NC(=C1)N1C=NC=C1)C(=O)NC1CCC(CC1)OCCOC